C[Si](C)(C)N=C(C(F)(F)F)O[Si](C)(C)C N,O-bis-(trimethylsilyl)-trifluoroacetamide